C(C)(C)(C)OC(=O)N(C1=CN=CC(=N1)C=1N=C(C=2N(C1)C=CN2)N(C(OC(C)(C)C)=O)C2=CC=C(C=C2)N2C[C@@H](OCC2)COC(=O)OC(C)(C)C)C(=O)OC(C)(C)C (R)-tert-butyl (6-(6-(bis(tert-butoxycarbonyl)amino)pyrazin-2-yl)imidazo[1,2-a]pyrazin-8-yl)(4-(2-(((tert-butoxycarbonyl)oxy)methyl)morpholino)phenyl)carbamate